CC1=CC=CC(=N1)C1=NNC=C1C=1N=C2C=C(C=NC2=CC1)C=1N=C(OC1)CCN1CCNCC1 4-[6-[3-(6-methyl-2-pyridyl)-1H-pyrazol-4-yl]-1,5-naphthyridin-3-yl]-2-(2-piperazin-1-ylethyl)oxazole